1,4-Benzoxazepin O1C=CN=CC2=C1C=CC=C2